COC=1C=C(C=CC1OC)C=1N=C2N(CC(CC2)C2CCN(CC2)C2CCN(CC2)C(C)C)C1 2-(3,4-dimethoxyphenyl)-6-(1'-isopropyl-[1,4'-bipiperidin]-4-yl)-5,6,7,8-tetrahydroimidazo[1,2-a]pyridine